N-(2-((tert-butyldimethylsilyl)oxy)ethyl)-6-(4-chlorophenyl)-8-(1-methyl-1H-pyrazole-4-yl)-[1,2,4]triazolo[1,5-a]pyrazin-2-amine [Si](C)(C)(C(C)(C)C)OCCNC1=NN2C(C(=NC(=C2)C2=CC=C(C=C2)Cl)C=2C=NN(C2)C)=N1